[Si](C)(C)(C(C)(C)C)OCCN1N=C(C=C1C=O)CC 2-[2-[tert-butyl(dimethyl)silyl]oxyethyl]-5-ethyl-pyrazole-3-carbaldehyde